C1(=CC=CC=C1)C(=O)OC methyl benzeneAt